6-HYDRAZINOADENOSINE N(N)C1(C2=NCN([C@H]3[C@H](O)[C@H](O)[C@@H](CO)O3)C2=NC=N1)N